ClC=1C=CC(=C(C1)C1=NC=NC(=C1)OC)N1N=NC(=C1)Cl 4-(5-chloro-2-(4-chloro-1H-1,2,3-triazol-1-yl)phenyl)-6-methoxypyrimidine